CC1(NCCC1)C(=O)N 2-methylpyrrolidine-2-carboxamide